diphenylaminobiphenyl C1(=CC=CC=C1)N(C1=CC=CC=C1)C1=C(C=CC=C1)C1=CC=CC=C1